benzyl 13-[[(1S)-1-[(2S,4R)-4-hydroxy-2-[[(1S)-1-[4-(4-methylthiazol-5-yl)phenyl]ethyl]carbamoyl]pyrrolidine-1-carbonyl]-2,2-dimethyl-propyl]amino]-13-oxo-tridecanoate O[C@@H]1C[C@H](N(C1)C(=O)[C@H](C(C)(C)C)NC(CCCCCCCCCCCC(=O)OCC1=CC=CC=C1)=O)C(N[C@@H](C)C1=CC=C(C=C1)C1=C(N=CS1)C)=O